Methyl 5-fluoro-2-((4-methylphenyl)sulfonamido)benzoate FC=1C=CC(=C(C(=O)OC)C1)NS(=O)(=O)C1=CC=C(C=C1)C